FC1([C@](C(N(C1)C)=O)(C1=CC(=NO1)C1=NC(=CC=C1)C1=NC(=NC=C1)S(=O)(=O)C)O)F (R)-4,4-Difluoro-3-hydroxy-1-methyl-3-(3-(6-(2-(methylsulfonyl)pyrimidin-4-yl)pyridin-2-yl)isoxazol-5-yl)pyrrolidin-2-one